(R)-N4-ethyl-5-methyl-N2-(1-methylpyrrolidin-3-yl)-7,8-dihydro-6H-cyclopenta[5,6]pyrido[2,3-d]pyrimidine-2,4-diamine C(C)NC=1C2=C(N=C(N1)N[C@H]1CN(CC1)C)N=C1C(=C2C)CCC1